ethyl (3R,4S)-1-(4-(7H-pyrrolo[2,3-d]pyrimidin-4-yl)-3,4-dihydro-2H-1,4-thiazine-6-carbonyl)-3-((tert-butoxycarbonyl)amino)piperidine-4-carboxylate N1=CN=C(C2=C1NC=C2)N2CCSC(=C2)C(=O)N2C[C@@H]([C@H](CC2)C(=O)OCC)NC(=O)OC(C)(C)C